O1CCC2=C1C=CC(=C2)NC(=O)C=2C=CC1=C(N=C(O1)N1CCCC1)C2 2-pyrrolidin-1-yl-benzoxazole-5-carboxylic acid (2,3-dihydro-benzofuran-5-yl)-amide